2-(4-((2-((2-(2,6-Dioxopiperidin-3-yl)-1-oxoisoindolin-5-yl)oxy)ethyl)amino)cyclohexyl)-N-(imidazo[1,2-b]pyridazin-3-yl)-6-methoxy-2H-indazole-5-carboxamide O=C1NC(CCC1N1C(C2=CC=C(C=C2C1)OCCNC1CCC(CC1)N1N=C2C=C(C(=CC2=C1)C(=O)NC1=CN=C2N1N=CC=C2)OC)=O)=O